N-(4-hydroxyphenyl)-1H-indazole-5-carboxamide OC1=CC=C(C=C1)NC(=O)C=1C=C2C=NNC2=CC1